6,7-Dihydroxycumarine OC=1C=C2C=CC(OC2=CC1O)=O